FC=1C(=NC(=NC1)N[C@@H]1CC[C@H](CC1)NC(OC(C)(C)C)=O)C1=CC(=NC=C1)C(C)(C)O trans-tert-butyl (4-((5-fluoro-4-(2-(2-hydroxypropan-2-yl)pyridin-4-yl)pyrimidin-2-yl)amino)cyclohexyl)carbamate